C(C)N1C=C(C(C2=CC(=C(C(=C12)F)N1CC(N(CC1)C(C)=O)C)F)=O)C(C=CC1=CC=C(C=C1)[N+](=O)[O-])=O 1-ethyl-6,8-difluoro-7-(3-methyl-4-acetylpiperazin-1-yl)-3-(4-nitrocinnamoyl)-quinolin-4(1H)-one